sodium zinc aluminum nickel manganese [Mn].[Ni].[Al].[Zn].[Na]